ClC=1C=C(C=C(C1)F)NC1=NC=C2C(=N1)N(N=C2C2=CC=C(C=C2)CN2CCN(CC2)C)[C@@H]2CC[C@H](CC2)O trans-4-(6-((3-chloro-5-fluorophenyl)amino)-3-(4-((4-methylpiperazin-1-yl)methyl)phenyl)-1H-pyrazolo[3,4-d]pyrimidin-1-yl)cyclohexan-1-ol